C1=CC(=CC=C1CC2=CC=C(C=C2)Cl)Cl The molecule is a chlorophenylmethane that is methane in which two of the hydrogens have been replaced by p-chlorophenyl groups. It is a member of monochlorobenzenes and a chlorophenylmethane. It derives from a hydride of a diphenylmethane.